N-n-nonadecanoyl-threonine C(CCCCCCCCCCCCCCCCCC)(=O)N[C@@H]([C@H](O)C)C(=O)O